2-chloronicotinic acid lead [Pb].ClC1=C(C(=O)O)C=CC=N1